O[C@H](CN(C(=O)C1=C(C=C(C=C1)C1=CN(C2=NC=C(N=C21)B(O)O)S(=O)(=O)C2=CC=C(C)C=C2)C)C)C (S)-7-(4-((2-hydroxypropyl)(methyl)carbamoyl)-3-methylphenyl)-5-tosyl-5H-pyrrolo[2,3-b]pyrazin-2-ylboronic acid